2-hydroxy-4-dimethylaminosalicylaldehyde OC1(C(C=O)C=CC(=C1)N(C)C)O